FC=1C=CC(=C(/C=C/C2=NC=3N(C=C2)N=CC3C(=O)OCC)C1)O ethyl (E)-5-(5-fluoro-2-hydroxystyryl)pyrazolo[1,5-a]pyrimidine-3-carboxylate